OC[C@H](CCC)[NH3+] (S)-1-hydroxypentan-2-aminium